4,4'-thiobis[5-methoxy-3-bromo-2(5H)furanone] S(C1=C(C(OC1OC)=O)Br)C1=C(C(OC1OC)=O)Br